N-(oxydiethylene)-2-benzothiazolesulfenamide C1COCCN1SC2=NC3=CC=CC=C3S2